6-(8-(benzo[d]thiazol-2-ylcarbamoyl)-3,4-dihydroisoquinolin-2(1H)-yl)-2'-chloro-3'-methyl-3,4'-bipyridine-2-carboxylic acid tert-butyl ester C(C)(C)(C)OC(=O)C1=NC(=CC=C1C1=C(C(=NC=C1)Cl)C)N1CC2=C(C=CC=C2CC1)C(NC=1SC2=C(N1)C=CC=C2)=O